1-((2R,3R,4S,5R)-3,4-dihydroxy-5-(hydroxymethyl)tetrahydrofuran-2-yl)-3-((neopentyloxy)carbonyl)pyridin-1-ium O[C@H]1[C@@H](O[C@@H]([C@H]1O)CO)[N+]1=CC(=CC=C1)C(=O)OCC(C)(C)C